CC1(C(NC2=CC=CC=C2C1NC=1C=C(C=CC1)C)=O)C 3,3-Dimethyl-4-(m-tolylamino)-3,4-dihydroquinolin-2(1H)-one